3-(1-(2-chloro-6-methylphenyl)cyclopropyl)-5-(5-(difluoromethyl)-1H-pyrazol-3-yl)-1,2,4-oxadiazole ClC1=C(C(=CC=C1)C)C1(CC1)C1=NOC(=N1)C1=NNC(=C1)C(F)F